[Ga].C1(=CC=CC2=CC=CC=C12)C1=CC=CC2=CC=CC=C12 binaphthyl gallium